C(C)NC(CCC\C=C/C)=O (2Z)-7-(ethylamino)-7-oxo-2-hepten